N-methyl-d-nonadecyl-N-dodecylanilinium [tetrakis(perfluorophenyl)borate] FC1=C(C(=C(C(=C1F)F)F)F)[B-](C1=C(C(=C(C(=C1F)F)F)F)F)(C1=C(C(=C(C(=C1F)F)F)F)F)C1=C(C(=C(C(=C1F)F)F)F)F.C([N+](C1=CC=CC=C1)(CCCCCCCCCCCC)CCCCCCCCCCCCCCCCCCC)[2H]